FC(C1=NN=C(O1)C1=CN=C(S1)N1CC2N(C(C1)C2)C(=O)NCC)F 3-(5-(5-(difluoromethyl)-1,3,4-oxadiazol-2-yl)thiazol-2-yl)-N-ethyl-3,6-diazabicyclo[3.1.1]heptane-6-carboxamide